3-(tetrahydrofurfuryloxypropyl) heptamethyl trisiloxane ethyl trans-p-coumarate C(\C=C\C1=CC=C(C=C1)O)(=O)OCC.C(C1CCCO1)OCCC[Si](O[Si](C)(C)C)(O[Si](C)(C)C)C